BrC=1C=C(C=C2CCC(C12)=O)F 7-bromo-5-fluoro-2,3-dihydroindene-1-one